(4,5-diamino-2-methylphenyl)(methyl)carbamic acid tert-butyl ester C(C)(C)(C)OC(N(C)C1=C(C=C(C(=C1)N)N)C)=O